IC1=C(C=2C=CC=NC2C(=C1)C(F)(F)F)N 6-iodo-8-(trifluoromethyl)quinolin-5-amine